C(C)(C)(C)OC(=O)N1CC(CC(C1)C1=CC=C(C=C1)C=O)CC(=O)OCC 3-(2-ethoxy-2-oxoethyl)-5-(4-formylphenyl)piperidine-1-carboxylic acid tert-butyl ester